BrC1=CC=C(C=C1)[C@@](C(F)(F)F)(N)C1=CC=C(C=C1)F (S)-1-(4-bromophenyl)-2,2,2-trifluoro-1-(4-fluorophenyl)ethan-1-amine